N-(4,6-difluoro-1,3-benzothiazol-2-yl)cyclohexanecarboxamide FC1=CC(=CC2=C1N=C(S2)NC(=O)C2CCCCC2)F